C1(CC1)C1=NN(C2=CC(=CC=C12)N1CCN(CC1)C(=O)OC(C)(C)C)[C@@H]1C[C@H](C1)CN1C(C2=CC=CC=C2C1=O)=O tert-butyl 4-(3-cyclopropyl-1-(trans-3-((1,3-dioxoisoindolin-2-yl)methyl)cyclobutyl)-1H-indazol-6-yl)piperazine-1-carboxylate